C(C)(C)(C)C1=C(C(C=NC2=C(C=CC=C2)N=CC=2C(O)=C(C=CC2)C(C)(C)C)=CC=C1)O N,N'-bis(3-t-butylsalicylidene)-1,2-phenylenediamine